9,9-bis(2-carboxyethyl)-2,7-bis(2-naphthyl)fluorene C(=O)(O)CCC1(C2=CC(=CC=C2C=2C=CC(=CC12)C1=CC2=CC=CC=C2C=C1)C1=CC2=CC=CC=C2C=C1)CCC(=O)O